OCC=1C=NC2=C(N=CC=C2C1)NC=1C(=C(C=CC1)C1=C(C(=CC=C1)NC(=O)C=1N(C2=C(CNCC2)N1)C)C)C N-(3'-(3-(hydroxymethyl)-1,7-naphthyridin-8-ylamino)-2,2'-dimethylbiphenyl-3-yl)-1-methyl-4,5,6,7-tetrahydro-1H-imidazo[4,5-c]pyridine-2-carboxamide